CC([C@@H](C(=O)N1[C@@H](C[C@H](C1)O)C(=O)NC)N1N=NC(=C1)C1=CC(=CC=C1)C1=CC=CC=C1)(C)C (2S,4R)-1-[(2S)-3,3-dimethyl-2-[4-(3-phenylphenyl)triazol-1-yl]butanoyl]-4-hydroxy-N-methyl-pyrrolidine-2-carboxamide